Cl.ClC=1C=C(C=CC1C)NC(=O)C1=CC(=CC=2NC(=NC21)N(C)C)NC(=O)C2=C(C=CC(=C2)Cl)Cl N-(3-chloro-4-methylphenyl)-6-{[(2,5-dichlorophenyl)carbonyl]amino}-2-(dimethylamino)-1H-benzimidazole-4-carboxamide hydrochloride